tert-butyl 2-(4-(4-(tert-butoxycarbonyl)piperazin-1-yl)phenyl)-6-(2,6-dimethylpyridin-4-yl)-3-methyl-1H-pyrrolo[3,2-b]pyridine-1-carboxylate C(C)(C)(C)OC(=O)N1CCN(CC1)C1=CC=C(C=C1)C1=C(C2=NC=C(C=C2N1C(=O)OC(C)(C)C)C1=CC(=NC(=C1)C)C)C